NCCN1C(=NC=2C(=NC=3C=C(C=CC3C21)Br)N)COCC 1-(2-aminoethyl)-7-bromo-2-(ethoxymethyl)-1H-imidazo[4,5-c]quinolin-4-amine